3-((3-((4-(4-amino-3-(4-phenoxyphenyl)-1H-pyrazolo[3,4-d]pyrimidin-1-yl)piperidin-1-yl)methyl)-5-fluorophenyl)amino)piperidine-2,6-dione NC1=C2C(=NC=N1)N(N=C2C2=CC=C(C=C2)OC2=CC=CC=C2)C2CCN(CC2)CC=2C=C(C=C(C2)F)NC2C(NC(CC2)=O)=O